6-chloro-3-[hydroxy-(3-methoxyisoxazol-5-yl)methylene]-5-[4-[1-(2,2,2-trifluoroethyl)pyrrolidin-3-yl]phenyl]indolin-2-one hydrochloride Cl.ClC1=C(C=C2C(C(NC2=C1)=O)=C(C1=CC(=NO1)OC)O)C1=CC=C(C=C1)C1CN(CC1)CC(F)(F)F